ClC1=CC=C(S1)CSC1=C(C(=NN1C(C1=C(C=CC=C1)OC)=O)C1C(N(CC1)C(CN1CCOCC1)=O)C(F)(F)F)OC 1-[3-(5-{[(5-Chlorothiophen-2-yl)methyl]sulfanyl}-4-methoxy-1-(2-methoxybenzoyl)-1H-pyrazol-3-yl)-2-(trifluoromethyl)pyrrolidin-1-yl]-2-(morpholin-4-yl)ethan-1-on